methyldiiso-propoxysilylmethylthioacetate C[Si](OC(C)C)(OC(C)C)COC(C)=S